N-(4-Cyanotetrahydropyran-4-yl)-4-[[2-(5-fluoro-2-hydroxyphenyl)acetyl]amino]pyridin C(#N)C1(CCOCC1)N1CC=C(C=C1)NC(CC1=C(C=CC(=C1)F)O)=O